(2s,4S)-2-((1R,5S,6S)-6-(o-Tolyl)-3-azabicyclo[3.1.0]hexan-3-carbonyl)-7-oxa-5-azaspiro[3.4]octan-6-on C1(=C(C=CC=C1)C1[C@@H]2CN(C[C@H]12)C(=O)C1CC2(C1)NC(OC2)=O)C